FC=1C=C(CN2C[C@H](CC2)C(=O)N2C3=C(OCC2)C(=CN=C3)C3OC2=C(C3)C=C(C=C2)C#N)C=CC1 2-(4-((S)-1-(3-fluorobenzyl)pyrrolidine-3-carbonyl)-3,4-dihydro-2H-pyrido[4,3-b][1,4]oxazin-8-yl)-5-cyano-2,3-dihydro-benzofuran